tert-butyl (1-(5-chloro-7-fluoro-6-(3-methoxynaphthalen-1-yl)benzo[c]isothiazol-3-yl)azetidin-3-yl)(methyl)carbamate ClC1=CC=2C(=NSC2N2CC(C2)N(C(OC(C)(C)C)=O)C)C(=C1C1=CC(=CC2=CC=CC=C12)OC)F